[Si](C)(C)(C(C)(C)C)OC[C@H](C)S (S)-1-((tert-butyldimethylsilyl)oxy)propane-2-thiol